1-[2-Ethenyl-4-(trifluoromethyl)phenyl]ethan-1-amine C(=C)C1=C(C=CC(=C1)C(F)(F)F)C(C)N